(S)-(3-hydroxypyrrolidin-1-yl)(1-methyl-5-(4-(5-(trifluoromethyl)-1,2,4-oxadiazol-3-yl)pyridin-2-yl)-1H-pyrrolo[2,3-c]pyridin-2-yl)methanone (+)-camphorsulfonate C12(C(=O)CC(CC1)C2(C)C)CS(=O)(=O)O.O[C@@H]2CN(CC2)C(=O)C2=CC=1C(=CN=C(C1)C1=NC=CC(=C1)C1=NOC(=N1)C(F)(F)F)N2C